[Sb].C(=O)NCN methamidylmethylamine antimony